5-((5-Chloro-2-((2R,6R)-2-cyclopropyl-6-methylmorpholino)pyrimidin-4-yl)amino)-3-(3-hydroxy-3-methylbutyl)-1-methyl-1,3-dihydro-2H-benzo[d]imidazol-2-on ClC=1C(=NC(=NC1)N1C[C@H](O[C@@H](C1)C)C1CC1)NC1=CC2=C(N(C(N2CCC(C)(C)O)=O)C)C=C1